C1=CC(=C(C2=CC=3C4=CC5=CC=C(C(=C5C=C4C4=CC5=CC=C(C(=C5C=C4C3C=C12)O)O)O)O)O)O trinaphthylene-3,4,9,10,15,16-hexol